ClC1=C(OCCCC(=O)O)C=C(C(=C1)Cl)Cl 4-(2,4,5-trichlorophenoxy)butanoic acid